OC(=O)C(F)(F)F.[C@H]12CNC[C@@H]2C1C(=O)C=1SC=C(C1)OC (1R,5S,6r)-3-azabicyclo[3.1.0]Hexane-6-yl-(4-methoxy-2-thienyl)methanone TFA salt